[N+](=O)([O-])S1C(=CC=C1)CN 1-Nitrothiophenemethylamine